C1(CCCC1)N(CC(=O)N)C1=CC(=C(C=C1)C=O)C 2-[CYCLOPENTYL(4-FORMYL-3-METHYLPHENYL)AMINO]ACETAMIDE